C(C1=CC=CC=C1)OC(=O)N1CCC(C=C1)=O 4-oxo-3,4-dihydropyridine-1(2H)-carboxylic acid benzyl ester